C(C)(C)(C)[Si](F)(C1=CC(=CC(=C1)C)C)C(C)(C)C di-tert-butyl(3,5-dimethylphenyl)fluorosilane